OC1=C(C(=C(C=C1)C)C(C(C1=CC=CC=C1)C1=CC=CC=C1)(C1=CC=CC=C1)C1=CC=CC=C1)O dihydroxydiphenyl-diphenyl-tolyl-methyl-methane